ClC=1C=C(C=C(C1)NS(=O)(=O)C)NC(=O)C1=CC2=C(S1)C=C(C=C2)F N-(3-chloro-5-(methylsulfonamido)phenyl)-6-fluorobenzo[b]thiophene-2-carboxamide